CN(C(=S)[C@@H]1C[C@H](CN1)OCCCCC(=O)N)C 5-[(3R,5S)-5-(dimethylcarbamothioyl)pyrrolidin-3-yl]oxypentanamide